ClC=1C(=NC=CC1C1=NC(=C(C=C1)CNCC1CCC(N1)=O)OC)C1=C(C(=CC=C1)NC1=NC=CC(=C1F)CCCNCCO)Cl 5-((((3'-chloro-2'-(2-chloro-3-((3-fluoro-4-(3-((2-hydroxyethyl)amino)propyl)pyridin-2-yl)amino)phenyl)-6-methoxy-[2,4'-bipyridin]-5-yl)methyl)amino)methyl)pyrrolidin-2-one